N-[[4-[(3R)-3-hydroxy-1-piperidinyl]-1-[4-(trifluoromethoxy)phenyl]pyrazolo[3,4-b]pyridin-3-yl]methyl]prop-2-enamide O[C@H]1CN(CCC1)C1=C2C(=NC=C1)N(N=C2CNC(C=C)=O)C2=CC=C(C=C2)OC(F)(F)F